D-3-amino-5-chloro-2-((2-(trimethylsilyl)ethoxy)methyl)-2H-pyrazolo[4,3-b]pyridine-7-carbaldehyde NC=1N(N=C2C1N=C(C=C2C=O)Cl)COCC[Si](C)(C)C